5-(1-fluoro-1-(piperidin-4-yl)ethanesulfonyl)-2-methoxypyridine hydrochloride Cl.FC(C)(S(=O)(=O)C=1C=CC(=NC1)OC)C1CCNCC1